(s)-(3-(2-hydroxy-1-phenylethyl)-1,2,3-oxadiazol-3-ium-5-yl)((3-(trifluoromethyl)phenyl)carbamoyl)amide OC[C@H](C1=CC=CC=C1)[N+]1=NOC(=C1)[N-]C(NC1=CC(=CC=C1)C(F)(F)F)=O